CC12CC3(CC(CC(C1)(C3)C)(C2)OCCNC)CN2N=CC(=C2C)C=2C(=NC=CC2)C(=O)O 3-[1-({3,5-dimethyl-7-[2-(methylamino)ethoxy]adamantan-1-yl}methyl)-5-methyl-1H-pyrazol-4-yl]pyridine-2-carboxylic acid